t-Butyl N-[(3R)-1-[5-[3-cyano-4-(2-pyridylsulfanyl)pyrazolo[1,5-a]pyridin-6-yl]-2-pyridyl]pyrrolidin-3-yl]carbamate C(#N)C=1C=NN2C1C(=CC(=C2)C=2C=CC(=NC2)N2C[C@@H](CC2)NC(OC(C)(C)C)=O)SC2=NC=CC=C2